((4,6-dimethyl-2-oxo-1,2-dihydropyridin-3-yl)methyl)-3-(ethyl-(tetrahydro-2H-pyran-4-yl)amino)-2-methyl-5-(N-methylbut-2-enylamino)benzamide CC1=C(C(NC(=C1)C)=O)CC1=C(C(=C(C(=O)N)C=C1N(C)CC=CC)C)N(C1CCOCC1)CC